C(C=C)SSCC=C 3-[(Prop-2-en-1-yl)disulfanyl]prop-1-ene